ClC1=NC=C(C(=N1)NC1=NC=C(C(=O)NC2=C(C=CC=C2)Cl)C=C1)F 6-((2-chloro-5-fluoropyrimidin-4-yl)amino)-N-(2-chlorophenyl)nicotinamide